C(C)(C)(C)OC(=O)NCCCCC/C=C/C=1C2=C(C(=NC1)N(C)C1=C(C=C(C=C1)OC)OC)C(=NN2[C@H]2C[C@@H](CCC2)C(=O)O)C=2C=NC1=CC=CC=C1C2 (1R,3R)-3-[7-[(E)-7-(tert-butoxycarbonylamino)hept-1-enyl]-4-[(2,4-dimethoxyphenyl)-methylamino]-3-(3-quinolyl)pyrazolo[4,3-c]pyridin-1-yl]cyclohexanecarboxylic acid